C(=C)C1=NC=CC(=C1)C=C 2,4-divinyl-pyridine